1-N-[3-(difluoromethyl)-1-[4-(hydroxymethyl)cyclohexyl]pyrazol-4-yl]-5-(6-oxa-3-azabicyclo[3.1.1]heptan-3-yl)pyrazolo[1,5-a]pyrimidine-3-carboxamide FC(C1=NN(C=C1N1CC(=C2N1C=CC(=N2)N2CC1OC(C2)C1)C(=O)N)C1CCC(CC1)CO)F